rac-(R)-6-(1,2-dimethoxyethyl)quinoline-4-carboxylic acid CO[C@@H](COC)C=1C=C2C(=CC=NC2=CC1)C(=O)O |r|